C(C1=CC=CC=C1)OC1=NC(=CC=C1C1=NN(C2=CC(=CC=C12)NCCC1CN(CCC1)C(=O)OC(C)(C)C)C)OCC1=CC=CC=C1 tert-butyl 3-(2-((3-(2,6-bis(benzyloxy)pyridin-3-yl)-1-methyl-1H-indazol-6-yl)amino)ethyl)piperidine-1-carboxylate